C(CCCCC)C(CO)(CO)CCCCCC 2,2-di-n-hexyl-propane-1,3-diol